7-Iodopyrrolo[1,2-b]pyridazine-3-carbamic acid tert-butyl ester C(C)(C)(C)OC(NC1=CC=2N(N=C1)C(=CC2)I)=O